CC1=C(C=2N(N=C1N1CC=3C=C(C=NC3CC1)OC1=CC=C(C=C1)OC)C=NN2)C 6-(7,8-Dimethyl-[1,2,4]triazolo[4,3-b]pyridazin-6-yl)-3-(4-methoxyphenoxy)-7,8-dihydro-5H-1,6-naphthyridine